FC1=C(C(=O)C2=CC=C(C(=O)N[C@H]3[C@@H](CNC3)NC(=O)C=3C=C4C=NN(C4=CC3)C)C=C2)C(=CC=C1OC)O N-[(3R,4R)-4-[4-(2-fluoro-6-hydroxy-3-methoxybenzoyl)benzamido]pyrrolidin-3-yl]-1-methyl-1H-indazole-5-carboxamide